[Si](C1=CC=CC=C1)(C1=CC=CC=C1)(C(C)(C)C)OC[C@H](CC1=C(N=C(S1)NC)C(=O)OCC)C ethyl 5-[(2S)-3-[(tert-butyldiphenylsilyl)oxy]-2-methylpropyl]-2-(methylamino)-1,3-thiazole-4-carboxylate